C(C)(C)(C)OC(=O)N1C2CN(CC1CC2)C=2OC1=C(N2)C=C(C=C1C=1SC=CN1)C(=O)N1CCCCC1.C(C)(C)C1=NC=CC(=C1)SC 2-isopropyl-4-(methylthio)pyridine tert-Butyl-3-(5-(piperidine-1-carbonyl)-7-(thiazol-2-yl)benzo[d]oxazol-2-yl)-3,8-diazabicyclo[3.2.1]octane-8-carboxylate